FC1(C(CNCC1)C=1C=NC(NC1)=O)F 5-(4,4-difluoropiperidin-3-yl)pyrimidin-2(1H)-one